N-(6-chloro-4,5-dimethyl-pyridazin-3-yl)-5,6-difluoro-1,3-benzothiazol-2-amine ClC1=C(C(=C(N=N1)NC=1SC2=C(N1)C=C(C(=C2)F)F)C)C